ClC1=CC(=C2C(=N1)C(=C(O2)C[C@H](C)NC(OC(C)(C)C)=O)C#C[Si](C)(C)C)NCC=2SC=CC2 tert-butyl N-[(2S)-1-{5-chloro-7-[(thiophen-2-ylmethyl)amino]-3-[2-(trimethylsilyl)ethynyl]furo[3,2-b]pyridin-2-yl}propan-2-yl]carbamate